trisodium citrate Hydrate O.C(CC(O)(C(=O)[O-])CC(=O)[O-])(=O)[O-].[Na+].[Na+].[Na+]